tert-butyl N-(3-bromocyclobutyl)carbamate BrC1CC(C1)NC(OC(C)(C)C)=O